CC1(C(=C(C1)C1=C(C=CC=C1)NC(C)=O)C1=C(C=CC=C1)C)C N-(2-(3,3-dimethyl-2-(2-methylphenyl)cyclobut-1-en-1-yl)phenyl)acetamide